N-(3-methoxy-4-(1H-pyrrolo[2,3-b]pyridin-5-yl)phenyl)-2-(pyridin-2-yl)acetamide COC=1C=C(C=CC1C=1C=C2C(=NC1)NC=C2)NC(CC2=NC=CC=C2)=O